C(C)(C)(C)OC(=O)N1CC(C1)C=1C=NC(=CC1)N 3-(6-aminopyridin-3-yl)azetidine-1-carboxylic acid tert-butyl ester